2',3-dichloro-5'-cyclopropyl-4-((3,5-Difluoropyridin-2-yl)methoxy)-6-methyl-2H-[1,4'-bipyridyl]-2-one ClC1=NC=C(C(=C1)N1C(C(=C(C=C1C)OCC1=NC=C(C=C1F)F)Cl)=O)C1CC1